OC=1C=C2CCNC(C2=CC1)=O 6-hydroxy-3,4-dihydroisoquinolin-1-one